O=C(C(=O)O)CCC Ketovaleric acid